1,3-bis(3,6-difluoro-9H-carbazol-9-yl)propan-2-ol FC=1C=CC=2N(C3=CC=C(C=C3C2C1)F)CC(CN1C2=CC=C(C=C2C=2C=C(C=CC12)F)F)O